FC=1C(=NC=CC1)CNC(=O)C=1SC=C(N1)C=O N-[(3-Fluoropyridin-2-yl)methyl]-4-formyl-1,3-thiazole-2-carboxamide